1-(3-(tert-butyl)-1-(pyridin-2-yl)-1H-pyrazol-5-yl)-3-(2-(methylthio)-4-((3-keto-3,4-dihydropyrido[2,3-b]pyrazin-8-yl)oxy)phenyl)urea C(C)(C)(C)C1=NN(C(=C1)NC(=O)NC1=C(C=C(C=C1)OC1=CC=NC=2NC(C=NC21)=O)SC)C2=NC=CC=C2